CNC(=O)NCC1=CC=CC2=C1N=C1N2C(CC(N1)(C1=CC(=CC=C1)C(F)(F)F)C)=O 1-methyl-3-((2-methyl-4-oxo-2-(3-(trifluoromethyl)phenyl)-1,2,3,4-tetrahydrobenzo[4,5]imidazo[1,2-a]pyrimidin-9-yl)methyl)urea